C(C)(=O)OC(C(C)C)(C)CC (1-ethyl-1,2-dimethyl-propyl) acetate